ClC1=C(C=C(C=C1)C(F)(F)F)CC(=O)NC1=C(C=C(C(=C1)S(N)(=O)=O)N1N=CC(=C1)F)C(F)(F)F 2-[2-Chloro-5-(trifluoromethyl)phenyl]-N-[4-(4-fluoro-1H-pyrazol-1-yl)-5-sulfamoyl-2-(trifluoromethyl)phenyl]acetamide